ClC=1C=C(CN(C(=O)C2CCN(CC2)C(=O)C2=NNC(=C2)C2=CC(=NC=C2F)OC)C)C=CC1 N-(3-chlorobenzyl)-1-(5-(5-fluoro-2-methoxypyridin-4-yl)-1H-pyrazole-3-carbonyl)-N-methylpiperidine-4-carboxamide